(S)-1-(2-bromo-4,5-dimethoxyphenyl)propan-2-yl acetate C(C)(=O)O[C@H](CC1=C(C=C(C(=C1)OC)OC)Br)C